CCCCC/C=C\\C[C@H]([C@@H](C(/C=C\\C/C=C\\CCCC(=O)O)O)O)O The molecule is a trioxilin having (all-cis 5,8,14) double bond configuration; and 10-, (11S)- and (12R)-hydroxy substituents. It derives from an all-cis-icosa-5,8,14-trienoic acid. It is a conjugate acid of a trioxilin B3(1-).